5-methyl-6-((4-methyl-1,4-diazepan-1-yl)sulfonyl)pyridin-2-amine CC=1C=CC(=NC1S(=O)(=O)N1CCN(CCC1)C)N